BrC1=CC=C2C(=C(C(N(C2=C1)C)=O)C#N)Cl 7-bromo-4-chloro-1-methyl-2-oxo-quinoline-3-carbonitrile